OC(CNC=1N=CC(=NC1C)C1=CNC2=C(C=CC=C12)C#N)(C)C 3-[5-[(2-hydroxy-2-methylpropyl)amino]-6-methylpyrazin-2-yl]-1H-indole-7-carbonitrile